1-(5-isobutyl-2-(2H-tetrazol-5-yl)phenyl)piperazine hydrochloride Cl.C(C(C)C)C=1C=CC(=C(C1)N1CCNCC1)C=1N=NNN1